NC1=C(C(=NN1[C@H](C(=O)O)C)C1=C2C=CNC2=C(C=C1)CNC(C1=C(C=CC(=C1)F)OC)=O)C#N (S)-2-(5-Amino-4-cyano-3-(7-((5-fluoro-2-methoxybenzamido)methyl)-1H-indol-4-yl)-1H-pyrazol-1-yl)propanoic acid